6-(4-bromo-2-methyl-pyrazol-3-yl)-3-chloro-2-methyl-benzonitrile BrC1=C(N(N=C1)C)C1=CC=C(C(=C1C#N)C)Cl